N-[(1S)-5-{[3-amino-5-fluoro-6-(pyrazol-1-yl)pyridin-2-yl]amino}-2,3-dihydro-1H-inden-1-yl]acetamide NC=1C(=NC(=C(C1)F)N1N=CC=C1)NC=1C=C2CC[C@@H](C2=CC1)NC(C)=O